ClC=1C=C(C(=O)N2CC=3C(=NN4C3C(N(C[C@H]4C)[C@@H](C)C4=NC=C(N=C4)C(F)(F)F)=O)C[C@H]2C)C=CC1Cl |o1:18| (3R,7R)-2-(3,4-dichlorobenzoyl)-3,7-dimethyl-9-((S*)-1-(5-(trifluoromethyl)pyrazin-2-yl)ethyl)-1,2,3,4,8,9-hexahydropyrido[4',3':3,4]pyrazolo[1,5-a]pyrazin-10(7H)-one